FC(OC1=CC(=C(C(=C1)CC(F)(F)F)N1N=C2N=C(NC(C2=C1)=O)OCC)C)F 2-[4-(difluoromethoxy)-2-methyl-6-(2,2,2-trifluoroethyl)phenyl]-6-ethoxy-2,5-dihydro-4H-pyrazolo[3,4-d]pyrimidin-4-one